4-Iodo-1-[2-methyl-4-[1,2,2,2-tetrafluoro-1-(trifluoromethyl)ethyl]-6-(trifluoromethyl)phenyl]-1H-pyrazole IC=1C=NN(C1)C1=C(C=C(C=C1C(F)(F)F)C(C(F)(F)F)(C(F)(F)F)F)C